6-fluoro-7-(hydroxymethyl)-3,5-dihydrofuro[3,2-c]quinolin-4(2H)-one-2,2-d2 FC1=C(C=CC=2C3=C(C(NC12)=O)CC(O3)([2H])[2H])CO